S1C(=CC=C1)C=O thiolal